N-[4-[(6,7-Dimethoxy-1,5-naphthyridin-4-yl)oxy]-3-fluorophenyl]-4-hydroxy-2-methyl-5-pyridin-3-ylpyridine-3-carboxamide COC=1N=C2C(=CC=NC2=CC1OC)OC1=C(C=C(C=C1)NC(=O)C=1C(=NC=C(C1O)C=1C=NC=CC1)C)F